N1C(=CC2=CC=CC=C12)C=O Indolecarbaldehyde